NC=1C=C(C(=O)N2CCN(CC2)C(=O)C=2NC3=CC=C(C(=C3C2F)Cl)F)C=CN1 (4-(2-aminoisonicotinoyl)piperazin-1-yl)(4-chloro-3,5-difluoro-1H-indol-2-yl)methanone